C(C)(C)(C)OC(=O)N1CCN(CC1)C(COC1=C(C=C(C=C1)C=1C2=C(N=C(N1)S(=O)(=O)C)C(CC2)(F)F)F)=O 4-(2-(4-(7,7-difluoro-2-(methylsulfonyl)-6,7-dihydro-5H-cyclopenta[d]pyrimidin-4-yl)-2-fluorophenoxy)acetyl)piperazine-1-carboxylic acid tert-butyl ester